1,4-Dimethylbenzene CC1=CC=C(C=C1)C